3-benzyl-1-(trans-4-((5-cyano-4-((2-(dimethylamino)-ethyl)amino)-pyrimidin-2-yl)-amino)cyclohexyl)-1-(5-(1-methyl-1H-pyrazol-4-yl)-pyridin-2-yl)urea C(C1=CC=CC=C1)NC(N(C1=NC=C(C=C1)C=1C=NN(C1)C)[C@@H]1CC[C@H](CC1)NC1=NC=C(C(=N1)NCCN(C)C)C#N)=O